O[C@@H]1CC[C@@]2(C3CC[C@@]4([C@H](CCC4C3C(CC2C1)=O)[C@H](C)CCO)C)C (3R,10S,13R,17R)-3-hydroxy-17-((R)-4-hydroxybutan-2-yl)-10,13-dimethylhexadecahydro-7H-cyclopenta[a]phenanthren-7-one